tert-Butyl 2-(4-ethoxy-2-methyl-4-oxobutan-2-yl)-3-thioxohexahydroimidazo[1,5-a]pyrazine-7(1H)-carboxylate C(C)OC(CC(C)(C)N1C(N2C(CN(CC2)C(=O)OC(C)(C)C)C1)=S)=O